1,4-dipropoxy-1,4-difluorobutane C(CC)OC(CCC(F)OCCC)F